COC=1C=C(OC2=C(C=C(C=C2)N)C=2N=NN(N2)C(C2=CC=CC=C2)(C2=CC=CC=C2)C2=CC=CC=C2)C=CC1OC 4-(3,4-dimethoxyphenoxy)-3-(2-trityl-2H-tetrazol-5-yl)phenylamine